FC1=C(C=O)C(=C(C(=C1F)F)F)F 2,3,4,5,6-Pentafluorobenzaldehyde